5-(1-(3,3-difluoropropyl)-1H-benzo[d][1,2,3]triazol-6-yl)-N-((3R,4S)-3-fluoro-1-methylpiperidin-4-yl)-4-methoxypyrrolo[2,1-f][1,2,4]triazin-2-amine FC(CCN1N=NC2=C1C=C(C=C2)C=2C=CN1N=C(N=C(C12)OC)N[C@@H]1[C@@H](CN(CC1)C)F)F